4-fluoro-7-methyl-N-(3-(4-(methylsulfonyl)piperazin-1-yl)phenyl)-1H-indole FC1=C2C=CN(C2=C(C=C1)C)C1=CC(=CC=C1)N1CCN(CC1)S(=O)(=O)C